1-(hydroxymethyl)-3,4-dimethoxy-9H-xanthen-9-one OCC1=CC(=C(C=2OC3=CC=CC=C3C(C12)=O)OC)OC